N1(CCNCC1)CC1CN(C1)C(=O)OC(C)(C)C tert-Butyl 3-[(piperazin-1-yl)methyl]azetidine-1-carboxylate